3-(1-methyl-7-((1-(2-(4-oxo-2-thioxothiazolidin-3-yl)acetyl)piperidin-4-yl)oxy)-1H-indazol-3-yl)piperidine-2,6-dione CN1N=C(C2=CC=CC(=C12)OC1CCN(CC1)C(CN1C(SCC1=O)=S)=O)C1C(NC(CC1)=O)=O